N-((1S,2S)-2-(6-fluoro-2,3-dimethylphenyl)-1-(5-oxo-4,5-dihydro-1,3,4-oxadiazol-2-yl)propyl)-4-methoxypiperidine-1-sulfonamide FC1=CC=C(C(=C1[C@@H]([C@@H](C=1OC(NN1)=O)NS(=O)(=O)N1CCC(CC1)OC)C)C)C